7-bromo-2-methyl-5-nitro-1,2,3,4-tetrahydroisoquinoline BrC1=CC(=C2CCN(CC2=C1)C)[N+](=O)[O-]